C(C)(C)(C)C1=CC=C(C=C1)\C(=C/C(=O)N1CCOCC1)\C1=CC(=NC=C1)Cl (2E)-3-(4-tert-butylphenyl)-3-(2-chloropyridin-4-yl)-1-(morpholin-4-yl)propan-2-en-1-one